(R)-2-hydroxy-N-(4-methoxybenzyl-ethyl)propionamide O[C@@H](C(=O)NCCCC1=CC=C(C=C1)OC)C